(3,4-difluorophenyl)-7-(2-(5-fluoro-1H-indol-3-yl)ethoxy)thiazolo[5,4-d]pyrimidine FC=1C=C(C=CC1F)C=1SC=2N=CN=C(C2N1)OCCC1=CNC2=CC=C(C=C12)F